The molecule is a sesquiterpene derived from germacrane by dehydrogenation across the C(1)-C(10) and C(4)-C(5) bonds and cyclisation across the C(8)-C(9) bond. It has a role as a metabolite. It derives from a hydride of a germacrane. C/C/1=C\\CC/C(=C/[C@H]2[C@H](C2(C)C)CC1)/C